BrC=1C=C(C=C2C(=C(C(N(C12)C)=O)C#N)N1CCC(CC1)(C=1OC2=C(N1)C=CC(=C2)C)C)C 8-bromo-1,6-dimethyl-4-[4-methyl-4-(6-methyl-1,3-benzoxazol-2-yl)piperidin-1-yl]-2-oxo-1,2-dihydroquinoline-3-carbonitrile